2-[2-(P-MENTHYLOXY)ETHOXY]ETHANOL C1(CC(C(CC1)C(C)C)OCCOCCO)C